NC1=NC(=NC2=C(C=C(C=C12)Cl)C1=C(C=C(C=C1C)\C=C\C#N)C)NC1=CC=C(C#N)C=C1 (E)-4-((4-Amino-6-chloro-8-(4-(2-cyanovinyl)-2,6-dimethylphenyl)quinazolin-2-yl)amino)benzonitrile